ClCC=C(C(=O)O)C chloromethylmethacrylic acid